3-((3aS,4S,6R,6aR)-6-(hydroxymethyl)-2,2-dimethyltetrahydrofuro[3,4-d][1,3]Dioxolane-4-yl)imidazo[1,2-b]Pyridazine-6-carbonitrile OC[C@H]1O[C@H]([C@H]2[C@@H]1OC(O2)(C)C)C2=CN=C1N2N=C(C=C1)C#N